3-[4-[4-(dimethoxymethyl)-4-fluoro-1-piperidyl]phenyl]piperidine-2,6-dione COC(C1(CCN(CC1)C1=CC=C(C=C1)C1C(NC(CC1)=O)=O)F)OC